CO[Si](CCCI)(OC)OC trimethoxy(iodopropyl)silane